IMIDAZOLIN-2,4-DION N1C(NC(C1)=O)=O